C1(CC1)CN1C(=CC2=CC=CC(=C12)OC)C1=NC=2C(=CC=3CCNC(C3C2)=O)N1C 2-(1-(Cyclopropylmethyl)-7-methoxy-1H-indol-2-yl)-1-methyl-1,6,7,8-tetrahydro-5H-imidazo[4,5-g]isoquinolin-5-one